NC1=NC=CC=C1C1=NC=2C(=NC(=CC2)C2=CC=CC=C2)N1C1=CC(=C(C=C1)C(C)NC1CC(CC1)C(=O)O)F 3-((1-(4-(2-(2-aminopyridin-3-yl)-5-phenyl-3H-imidazo[4,5-b]pyridin-3-yl)-2-fluorophenyl)ethyl)amino)cyclopentane-1-carboxylic acid